N1(C=NC=C1)CC1=CC(=C(C=C1)N1C=NC(=C1)C1=NC(=NC=C1C(F)(F)F)NC1CCN(CC1)S(=O)(=O)C)Cl 4-(1-(4-((1H-imidazol-1-yl)methyl)-2-chlorophenyl)-1H-imidazol-4-yl)-N-(1-(methylsulfonyl)piperidin-4-yl)-5-(trifluoromethyl)pyrimidin-2-amine